4-[3-[5-(Difluoromethoxy)-2-pyridyl]-1-methyl-pyrazol-4-yl]-1H-pyrrolo[2,3-b]pyridine FC(OC=1C=CC(=NC1)C1=NN(C=C1C1=C2C(=NC=C1)NC=C2)C)F